OC1=NC(=CC(=C1)C)O 2,6-dihydroxy-4-methyl-pyridine